CC1(CCC1)C DIMETHYLCYCLOBUTANE